2-fluoro-6-propylphenylnaphthalene FC1=C(C(=CC=C1)CCC)C1=CC=CC2=CC=CC=C12